CC=1C=C(OC1)C1=NC(=NC=C1C=1C=C2C(=NC=NC2=CC1)C)N 4-(4-methylfuran-2-yl)-5-(4-methylquinazolin-6-yl)pyrimidin-2-amine